8-((tert-butyldiphenylsilyl)oxy)-N,N-dimethyl-5,6,7,8-tetrahydropyrazolo[4,3-c]azepine-2(4H)-carboxamide [Si](C1=CC=CC=C1)(C1=CC=CC=C1)(C(C)(C)C)OC1C=2C(CNCC1)=CN(N2)C(=O)N(C)C